OC1CCN(CC1)CN1C(NC(C=C1)=O)=O ((4-hydroxypiperidin-1-yl)methyl)pyrimidine-2,4(1H,3H)-dione